7-bromo-N-tert-butyl-1-cyclopropyl-benzimidazole-5-sulfonamide BrC1=CC(=CC2=C1N(C=N2)C2CC2)S(=O)(=O)NC(C)(C)C